ClC1=C(C=C(CN2N=C(C=CC2=O)C=2C=NC(=CC2)OC(F)F)C=C1)F 2-(4-chloro-3-fluorobenzyl)-6-(6-(difluoromethoxy)pyridin-3-yl)pyridazin-3(2H)-one